CNC(=O)C1=CSC=2C1=NC(=CC2C(F)(F)F)OC2CC1(CN(C1)C(=O)OC(C)C)C2 isopropyl 6-((3-(methylcarbamoyl)-7-(trifluoromethyl) thieno[3,2-b]pyridin-5-yl) oxy)-2-azaspiro[3.3]heptane-2-carboxylate